C(\C=C/C(=O)[O-])(=O)OCCCN(C)C 3-(dimethylamino)propyl maleate